BrC1=C(NC2=CC=NC=C2C1=O)[C@@H]1O[C@]([C@H]([C@H]1C1=C(C(=C(C=C1)F)F)OC)C)(C(F)(F)F)C 3-Bromo-2-((2R,3S,4S,5R)-3-(3,4-difluoro-2-methoxyphenyl)-4,5-dimethyl-5-(trifluoromethyl)tetrahydrofuran-2-yl)-1,6-naphthyridin-4(1H)-one